(R,E)-6-(3-(3-phenoxyphenyl)acryloyl)-7-phenyl-4-oxa-6-azaspiro[2.4]heptane O(C1=CC=CC=C1)C=1C=C(C=CC1)/C=C/C(=O)N1COC2(CC2)[C@H]1C1=CC=CC=C1